1-chloro-1,1,2-trifluoroEthan ClC(CF)(F)F